C1(CC1)COC1=CC=2N(C=C1)C(=CN2)C2=CC(=NC=N2)NCC2=CC=C(C=C2)C=2C=NN(C2)C 6-[7-(cyclopropylmethoxy)imidazo[1,2-a]pyridin-3-yl]-N-{[4-(1-methyl-1H-pyrazol-4-yl)phenyl]methyl}pyrimidin-4-amine